CN1CCC(CC1)CC1CCN(CC1)C1=CC=CC=2N(C(N(C21)C)=O)C2C(NC(CC2)=O)=O methyl-4-[[1-[1-(2,6-dioxo-3-piperidyl)-3-methyl-2-oxo-benzimidazol-4-yl]-4-piperidyl]methyl]piperidine